CN1N=C(C(=C1)NC=1N=CC2=C(N1)N(C(=C2)C#N)[C@H]2COCC2)OC2COC2 (R)-2-((1-methyl-3-(oxetan-3-yloxy)-1H-pyrazol-4-yl)amino)-7-(tetrahydrofuran-3-yl)-7H-pyrrolo[2,3-d]pyrimidine-6-carbonitrile